ClC=1C(=C(C(=CC1)N1N=NN=C1)C1=CC(N2[C@@H](CC[C@H]2C1)C=1NC(=CN1)C1=CC=C(C=C1)NC(OC)=O)=O)F Methyl (4-(2-((3S,8aS)-7-(3-chloro-2-fluoro-6-(1H-tetrazol-1-yl) phenyl)-5-oxo-1,2,3,5,8,8a-hexahydroindolizin-3-yl)-1H-imidazol-5-yl)phenyl)carbamate